tri-(tetradecyl)methyl-ammonium chloride [Cl-].C(CCCCCCCCCCCCC)[N+](C)(CCCCCCCCCCCCCC)CCCCCCCCCCCCCC